C(N)(=O)C=1C=C2CCN(CC2=CC1)C1=CC=CC(=N1)N1CCN(CC1)CC1=NC2=C(N1C[C@H]1OCC1)C=C(C=C2)C(=O)O (S)-2-((4-(6-(6-carbamoyl-3,4-dihydroisoquinolin-2(1H)-yl)pyridin-2-yl)piperazin-1-yl)methyl)-1-(oxetan-2-ylmethyl)-1H-benzo[d]imidazole-6-carboxylic acid